CC1(CC(=CC(=C1O)C)C)C 2,4,6-trimethylcresol